2,2,2-tris(acryloyloxymethyl)ethanol C(C=C)(=O)OCC(CO)(COC(C=C)=O)COC(C=C)=O